{3-(4-fluorophenyl)-4-[6-(2-methylphenyl)furo[2,3-d]pyrimidin-4-yl]-1H-pyrazol-1-yl}-1λ6-thietane-1,1-dione FC1=CC=C(C=C1)C1=NN(C=C1C=1C2=C(N=CN1)OC(=C2)C2=C(C=CC=C2)C)C2S(CC2)(=O)=O